C(CCCCCCCCCCCCCC=CCC=CCC=CCC=CCCCCC)(=O)O 15,18,21,24-triacontatetraenoic acid